2-((3,5-dicyano-6-((S)-3-(cyclopropylamino)piperidin-1-yl)-4-ethylpyridin-2-yl)sulfanyl)-2-phenylacetamide C(#N)C=1C(=NC(=C(C1CC)C#N)N1C[C@H](CCC1)NC1CC1)SC(C(=O)N)C1=CC=CC=C1